CN(CCCCCCCC\C=C/C\C=C/CCCCC)CCCCCCCC\C=C/C\C=C/CCCCC Methyldi((9Z,12Z)-octadeca-9,12-dienyl)amine